N-(2-(3-Hydroxy-2-(piperidin-1-yl)propoxy)-5-(3'-methyl-2'-oxo-2',3'-dihydrospiro[cyclobutane-1,1'-pyrrolo[2,3-c]quinolin]-8'-yl)pyridin-3-yl)methanesulfonamide OCC(COC1=NC=C(C=C1NS(=O)(=O)C)C1=CC=2C3=C(C=NC2C=C1)N(C(C31CCC1)=O)C)N1CCCCC1